(E)-7-(2-(1H-pyrazol-4-yl)vinyl)-3-(piperidin-4-yloxy)pyrido[2,3-b]-pyrazine N1N=CC(=C1)/C=C/C1=CC=2C(=NC(=CN2)OC2CCNCC2)N=C1